2-Tert-butyl N-(cyclopropylmethyl)-N-[4-[4-[[3-(difluoromethyl)-1-(4-formylcyclohexyl)pyrazol-4-yl]-methyl-carbamoyl]oxazol-2-yl]-2-pyridyl]carbamate C1(CC1)CN(C(OC(C)(C)C)=O)C1=NC=CC(=C1)C=1OC=C(N1)C(N(C)C=1C(=NN(C1)C1CCC(CC1)C=O)C(F)F)=O